C1(CC1)C1=C(C=C(C=N1)CC(=O)O)F 2-(6-cyclopropyl-5-fluoropyridin-3-yl)acetic acid